(2S,4R)-4-fluoro-N-[(S)-[3-fluoro-4-(propan-2-yl)phenyl](phenyl)methyl]-1-[2-(1H-1,2,3,4-tetrazol-1-yl)acetyl]pyrrolidine-2-carboxamide F[C@@H]1C[C@H](N(C1)C(CN1N=NN=C1)=O)C(=O)N[C@@H](C1=CC=CC=C1)C1=CC(=C(C=C1)C(C)C)F